N-[4-(difluoromethoxy)phenyl]-2-[(4-oxo-6-propyl-1H-pyrimidin-2-yl)sulfanyl]-acetamide FC(OC1=CC=C(C=C1)NC(CSC=1NC(=CC(N1)=O)CCC)=O)F